Cl.N[C@@H](C(=O)OC)CC1=CC(=CC=C1)NC(C)=O Methyl (2R)-2-amino-3-(3-acetamidophenyl)propanoate hydrochloride